[5-[(4-anilino-5-methyl-pyrimidin-2-yl)amino]-2-bromo-3-(trifluoromethyl)phenyl]methanol N(C1=CC=CC=C1)C1=NC(=NC=C1C)NC=1C=C(C(=C(C1)CO)Br)C(F)(F)F